ClC=1C(=CC2=C(N=CO2)C1)NC1=NC=C2N(C(N(C2=N1)C1CCOCC1)=O)C 2-((5-chlorobenzo[d]oxazol-6-yl)amino)-7-methyl-9-(tetrahydro-2H-pyran-4-yl)-7,9-dihydro-8H-purin-8-one